1-(BUTAN-2-YL)-5-CHLORO-3-(PROPAN-2-YL)-1H-PYRAZOLE-4-CARBALDEHYDE CC(CC)N1N=C(C(=C1Cl)C=O)C(C)C